C(CC)(=O)OC(CCCCCCCCC)Cl 1-chlorodecyl propanoate